2,4-bis(benzyloxy)-5-isopropyl-N-(1-methylindolin-5-yl)benzamide C(C1=CC=CC=C1)OC1=C(C(=O)NC=2C=C3CCN(C3=CC2)C)C=C(C(=C1)OCC1=CC=CC=C1)C(C)C